m-xylenebis-stearamide C=1(C(=C(C(=CC1)CCCCCCCCCCCCCCCCCC(=O)N)C)CCCCCCCCCCCCCCCCCC(=O)N)C